[Cl-].CN1C=[N+](C=C1)CCCCCCCCCCCCCC 1-methyl-3-tetradecylimidazolium chloride